CC1=C(C(=S)OC2OCCC2)C=CC=C1 (tetrahydrofuran-2-yl) 2-methylthiobenzoate